Methyl (S)-2-((2R,6S)-2,6-dimethylpiperazine-1-carboxamido)-9-(5,6,7,8-tetrahydro-1,8-naphthyridin-2-yl)nonanoate C[C@H]1N([C@H](CNC1)C)C(=O)N[C@H](C(=O)OC)CCCCCCCC1=NC=2NCCCC2C=C1